C(CCCCCCC)ON1C(CC(CC1(C)C)OC(CCCCCCCCC(=O)OC1CC(N(C(C1)(C)C)OCCCCCCCC)(C)C)=O)(C)C bis-(1-octyloxy-2,2,6,6-tetramethyl-4-piperidinyl)-sebacate